C(C)(C)(C)OC(=O)N1CCN(CC1)C1=CC=C(C=C1)C(=O)O 4-(4-carboxy-phenyl)-piperazine-1-carboxylic acid tert-butyl ester